4-hydroxynon-2-enal OC(C=CC=O)CCCCC